FC(CC1=CC=C2C(NC=NC2=C1)=O)(F)F 7-(2,2,2-Trifluoroethyl)quinazolin-4(3H)-one